N-(2-(4-(2-aminopropan-2-yl)-6-(2,4-difluorophenyl)pyridin-2-yl)-3,3,3-trifluoro-2-hydroxypropyl)-1'-methyl-1'H-[1,3'-bipyrazole]-5'-carboxamide NC(C)(C)C1=CC(=NC(=C1)C1=C(C=C(C=C1)F)F)C(CNC(=O)C1=CC(=NN1C)N1N=CC=C1)(C(F)(F)F)O